C(C)(C)(C)OC(=O)N[C@H](C(=O)N[C@H](C(=O)N[C@H](C(=O)OC)C[C@H]1C(NCCC1)=O)CC(C)C)CC1=CC=C(C=C1)F methyl (2S)-2-[[(2S)-2-[[(2S)-2-(tert-butoxycarbonylamino)-3-(4-fluorophenyl)propanoyl]amino]-4-methyl-pentanoyl]amino]-3-[(3S)-2-oxo-3-piperidyl]propanoate